FC(C(=O)NNNC(C(F)(F)F)=O)(F)F bis(trifluoroacetamido)amine